OCC1CCN(CC1)C1=CC2=C(C[C@@](O2)(C)C(C)(C)O)C=C1NC(=O)C=1C=NN2C1N=CC=C2 (S)-N-(6-(4-(hydroxymethyl)piperidin-1-yl)-2-(2-hydroxypropan-2-yl)-2-methyl-2,3-dihydrobenzofuran-5-yl)pyrazolo[1,5-a]pyrimidine-3-carboxamide